3-bromo-5-chloro-2-iodofuro[3,2-b]pyridin BrC1=C(OC=2C1=NC(=CC2)Cl)I